(4R,5R)-4-(hydroxymethyl)-2,2,5-trimethyloxazolidine-3-carboxylic acid tert-butyl ester C(C)(C)(C)OC(=O)N1C(O[C@@H]([C@H]1CO)C)(C)C